C(C)OC(=O)C1=C(C(=NN1)C(C1=C(C=CC=C1)C)=O)C(F)(F)F 3-(2-methylbenzoyl)-4-(trifluoromethyl)-1H-pyrazole-5-carboxylic acid ethyl ester